L-tert-leucine triethylamine salt C(C)N(CC)CC.N[C@@H](C(C)(C)C)C(=O)O